ClC=1C(=C(C(=CC1)OC)C1=CC(=NC=C1C(=O)NC=1SC(=NN1)C(F)F)C)F 4-(3-chloro-2-fluoro-6-methoxyphenyl)-N-(5-(difluoromethyl)-1,3,4-thiadiazol-2-yl)-6-methylnicotinamide